ClC=1C=C(C=CC1CCC(C)(C)C)C12NC(N(C=C1[C@H](C(C2)(C)C)C)C21CC(C2)(C1)C(=O)O)=O 3-{(S)-7a-[3-Chloro-4-(3,3-dimethyl-butyl)phenyl]-5,6,6-trimethyl-2-oxo-1,2,5,6,7,7a-hexahydro-3H-cyclopenta[d]pyrimidin-3-yl}bicyclo[1.1.1]pentane-1-carboxylic acid